2,3,5,6-tetrakis(trifluoromethyl)benzyl alcohol FC(C1=C(CO)C(=C(C=C1C(F)(F)F)C(F)(F)F)C(F)(F)F)(F)F